5-amino-1-((4-methyl-1,2,5-Oxadiazol-3-yl)methyl)-1H-1,2,3-triazole-4-carboxamide NC1=C(N=NN1CC1=NON=C1C)C(=O)N